FC1(C[C@H]([C@H](N(C1)C(=O)C1=NC(=CC=C1C1=NC=CC=N1)C)CNC1=NC=C(C=N1)C(F)(F)F)C)F ((2S,3R)-5,5-Difluoro-3-methyl-2-(((5-(trifluoromethyl)-pyrimidin-2-yl)amino)methyl)piperidin-1-yl)(6-methyl-3-(pyrimidin-2-yl)pyridin-2-yl)methanon